FC=1C=C(C=NC1)C1=NC(=C2N=CN(C2=N1)[C@H]1[C@@H]([C@@H]([C@H](O1)C(=O)NC(C)C)O)O)NCC1=NC=CC=C1 (2S,3S,4R,5R)-5-(2-(5-fluoropyridin-3-yl)-6-((pyridin-2-ylmethyl)amino)-9H-purin-9-yl)-3,4-dihydroxyl-N-isopropyltetrahydrofuran-2-formamide